5-bromo-10,15,20-triphenylporphyrin Nickel [Ni].BrC=1C2=CC=C(N2)C(=C2C=CC(C(=C3C=CC(=C(C=4C=CC1N4)C4=CC=CC=C4)N3)C3=CC=CC=C3)=N2)C2=CC=CC=C2